1-(3-((7-methoxy-4-((2-((tetrahydro-2H-pyran-4-yl)oxy)-5-(thiophen-2-yl)phenyl)amino)quinazolin-6-yl)oxy)azetidin-1-yl)prop-2-en-1-one COC1=C(C=C2C(=NC=NC2=C1)NC1=C(C=CC(=C1)C=1SC=CC1)OC1CCOCC1)OC1CN(C1)C(C=C)=O